1-((3S,3aR,6S,6aR)-6-(aminomethyl)hexahydrofuro[3,2-b]furan-3-yl)-N-methylmethanamine NC[C@H]1CO[C@H]2[C@@H]1OC[C@@H]2CNC